NCCC[SiH3] 3-aminopropyl-silane